3-(1-oxo-5-((2-(3-(pyridazin-3-yloxy)azetidin-1-yl)cyclohexyl)oxy)isoindolin-2-yl)piperidine-2,6-dione O=C1N(CC2=CC(=CC=C12)OC1C(CCCC1)N1CC(C1)OC=1N=NC=CC1)C1C(NC(CC1)=O)=O